C(C)C1=C(C=C(C(=C1)O)F)C1=CC=C2C(=NNC2=C1)C1=NC2=C(N1)CN(C2)C(=O)OCC Ethyl 2-(6-(2-ethyl-5-fluoro-4-hydroxyphenyl)-1H-indazol-3-yl)-4,6-dihydropyrrolo[3,4-d]imidazole-5(1H)-carboxylate